ClC=1C2=C(N=CN1)NC(=C2)C2=CC=C(C=C2)CCO 2-(4-(4-chloro-7H-pyrrolo[2,3-d]pyrimidin-6-yl)phenyl)ethanol